(S)-2-(1H-pyrazol-5-yl)-N7-((tetrahydrofuran-2-yl)methyl)thieno[3,2-b]pyridine-5,7-diamine N1N=CC=C1C1=CC2=NC(=CC(=C2S1)NC[C@H]1OCCC1)N